N1N=CC2=CC=C(C=C12)N(C(=O)C1=C(N(C(=C1)C1=C(C=CC(=C1)[N+](=O)[O-])C(=O)N1CC2=CC=CC=C2C[C@H]1CN1CCOCC1)C)C)CC1=C(C=CC=C1)OC N-1H-indazol-6-yl-N-(2-methoxybenzyl)-1,2-dimethyl-5-(2-{[(3S)-3-(morpholin-4-ylmethyl)-3,4-dihydroisoquinolin-2(1H)-yl]carbonyl}-5-nitrophenyl)-1H-pyrrole-3-carboxamide